FC1([C@H]2[C@@H](N([C@@H](C1)CC2)C(=O)C2(C1=CC=CC=C1C=1C=CC=CC21)O)C(=O)N[C@@H](C[C@@H]2C(NCC2)=O)\C=C(\S(=O)(=O)C)/F)F (1R,3R,4R)-5,5-difluoro-N-((S,E)-4-fluoro-4-(methylsulfonyl)-1-((R)-2-oxopyrrolidin-3-yl)but-3-en-2-yl)-2-(9-hydroxy-9H-fluorene-9-carbonyl)-2-azabicyclo[2.2.2]octane-3-carboxamide